N1=[N+](N=CC=C1)[O-] [1,2,3]Triazine-2-oxide